C(C)N(CC)CC.ClC1=C(C(=O)N2COC3=C(C2)C=CC=C3C3=CC(=C(C(=O)O)C=C3F)N3C2COCC3C2)C(=CC(=C1)C=1C=NN(C1)C)Cl 4-[3-[2,6-Dichloro-4-(1-methylpyrazol-4-yl)benzoyl]-2,4-dihydro-1,3-benzoxazin-8-yl]-5-fluoro-2-(3-oxa-6-azabicyclo[3.1.1]heptan-6-yl)benzoic acid N,N-diethylethanamine salt